CC(=C)C(CC)=C 2-methyl-3-methylenepent-1-ene